2-(N-(2-chloro-5-(trifluoromethyl)phenyl)phenylsulfonamido)-N-(pyrimidin-4-ylmethyl)acetamide ClC1=C(C=C(C=C1)C(F)(F)F)N(S(=O)(=O)C1=CC=CC=C1)CC(=O)NCC1=NC=NC=C1